C(#N)C=1C=CC(=C2C=CC=NC12)N1C[C@]2(C[C@]2(C1)C(F)(F)F)C(=O)NCCN1CCOCC1 (1R,5S)-3-(8-cyanoquinolin-5-yl)-N-(2-morpholinoethyl)-5-(Trifluoromethyl)-3-azabicyclo[3.1.0]hexane-1-carboxamide